C[Si](CCOCN1C=CC2=C1N=CN=C2N)(C)C 7-((2-(trimethylsilyl)ethoxy)methyl)-7H-pyrrolo[2,3-d]pyrimidin-4-amine